3,4-dihydroxy-2-butanone phosphate P(=O)(O)(O)O.OC(C(C)=O)CO